((1R,3R)-3-amino-1-hydroxy-4-methylpentyl)thiazole-4-carboxylic acid ethyl ester hydrochloride Cl.C(C)OC(=O)C=1N=C(SC1)[C@@H](C[C@H](C(C)C)N)O